N1(CCCCC1)CC(=O)O 1-piperidylacetic acid